NC=1SC(=NN1)CC1=CC=CC=C1 amino-5-benzyl-1,3,4-thiadiazole